3-(3-(4-fluorophenyl)-1H-pyrrolo[2,3-b]pyridin-5-yl)benzamide FC1=CC=C(C=C1)C1=CNC2=NC=C(C=C21)C=2C=C(C(=O)N)C=CC2